7-chloro-N-ethyl-5,6-dimethyl-1H-benzimidazole-2-sulfonamide ClC1=C(C(=CC2=C1NC(=N2)S(=O)(=O)NCC)C)C